N1(CCOCC1)C1=C(C=C(C=C1)[N+](=O)[O-])C1=CC=C(O1)C=C1C(C2=C(S1)C=CC=C2)=O 2-[[5-[2-(4-Morpholinyl)-5-nitrophenyl]-2-furanyl]methylene]benzo[b]thiophen-3(2H)-one